1-(3-{[(3S)-4-methylmorpholin-3-yl]methoxy}pyridin-4-yl)methanamine CN1[C@@H](COCC1)COC=1C=NC=CC1CN